ICC(=O)NCC1CCC(CC1)C(=O)ON1C(CCC1=O)=O succinimidyl 4-(((iodoacetyl) amino)methyl)cyclohexane-1-carboxylate